5,6-Dichloro-1-hydroxy-1-methyl-1H-inden-2(3H)-one oxime ClC=1C=C2CC(C(C2=CC1Cl)(C)O)=NO